5-Methylnonamethylendiamin CC(CCCCN)CCCCN